tert-butyl 3-((N-(1-(butylsulfonyl)piperidin-4-yl)isoquinoline-3-carboxamido)methyl)azetidine-1-carboxylate C(CCC)S(=O)(=O)N1CCC(CC1)N(C(=O)C=1N=CC2=CC=CC=C2C1)CC1CN(C1)C(=O)OC(C)(C)C